C(C)N1C=CC=2C1=NC=C(C2)C(=O)NC[C@H](C)C2=CC(=C(C=C2F)N2CCN(CC2)C(=O)OC(C)(C)C)F tert-butyl (R)-4-(4-(1-(1-ethyl-1H-pyrrolo[2,3-b]pyridine-5-carboxamido)propan-2-yl)-2,5-difluorophenyl)piperazine-1-carboxylate